tert-Butyl (but-3-yn-1-yl)carbamate C(CC#C)NC(OC(C)(C)C)=O